[K+].C(C)OC(=S)[S-].C12CC(CC2C1)OC1=C(C=C(C=C1F)NC(=O)C=1N=C(OC1CC)N1CCCC1)Cl N-(4-(cis-bicyclo[3.1.0]hexane-3-yloxy)-3-chloro-5-fluorophenyl)-5-ethyl-2-(pyrrolidin-1-yl)oxazole-4-carboxamide ethyl-xanthate potassium salt